ClC1=C(OC=2C=C3C4=C(NC3=CC2)CN(CC4(C)C)C(=O)OC)C(=CC(=C1)N1N=C(C(NC1=O)=O)C#N)Cl Methyl 6-(2,6-dichloro-4-(6-cyano-3,5-dioxo-4,5-dihydro-1,2,4-triazin-2(3H)-yl)phenoxy)-4,4-dimethyl-1,3,4,9-tetrahydro-2H-pyrido[3,4-b]indole-2-carboxylate